FC(OC=1C(=C(C(=O)O)C(=CC1)F)F)F 3-(difluoromethoxy)-2,6-difluorobenzoic acid